stearyloxytrimethyl-silane C(CCCCCCCCCCCCCCCCC)O[Si](C)(C)C